n-propyltriphenylphosphonium bromide CCCC1=CC=C(C=C1)[P+](C2=CC=CC=C2)(C3=CC=CC=C3)Br